4-(4-phenyl-1H-pyrrol-3-yl)-N-(piperidin-3-yl)-5-(trifluoromethyl)pyrimidin-2-amine C1(=CC=CC=C1)C=1C(=CNC1)C1=NC(=NC=C1C(F)(F)F)NC1CNCCC1